C1(CCCC1)N(C(=O)OCC1=C(N=CO1)C1=CC(=C(O[C@@H]2C[C@H](CCC2)C(=O)O)C=C1)F)C |r| (+/-)-(1S,3S)-3-(4-(5-(((cyclopentyl(methyl)carbamoyl)oxy)methyl)oxazol-4-yl)-2-fluorophenoxy)cyclohexane-1-carboxylic acid